cyclopentyl (R)-(5-(5-cyclopropyl-1,2,4-oxadiazol-3-yl)-2,3-dihydro-1H-inden-1-yl)carbamate C1(CC1)C1=NC(=NO1)C=1C=C2CC[C@H](C2=CC1)NC(OC1CCCC1)=O